N1=C(C=CC=C1)[C@@]1(CCOC2(CCCC2)C1)CC#N (R)-2-(9-(pyridin-2-yl)-6-oxaspiro[4.5]decan-9-yl)acetonitrile